N-{[4-(propan-2-yl)cyclohexa-1,4-dien-1-yl]methylidene}hydroxylamine CC(C)C=1CC=C(CC1)C=NO